N-[2-nitro-4-(trifluoromethyl)phenyl]-6-methoxy-2-(2-pyridyl)-5-(trifluoromethyl)-4-pyrimidinamine [N+](=O)([O-])C1=C(C=CC(=C1)C(F)(F)F)NC1=NC(=NC(=C1C(F)(F)F)OC)C1=NC=CC=C1